C(C)C1=CC(=CC(=C1)C)C 1-ethyl-3,5-dimethyl-benzene